C(C)OC(CN(N)C([C@H](CCN([C@H](C(C)(C)C)C=1N(C=C(N1)C1=C(C=CC(=C1)F)F)CC1=CC=CC=C1)C(COC(C)=O)=O)NC(=O)OC(C)(C)C)=O)=O ethyl-(1-{(2S)-4-[(acetoxyacetyl) {(1R)-1-[1-benzyl-4-(2,5-difluorophenyl)-1H-imidazol-2-yl]-2,2-dimethylpropyl}amino]-2-[(tert-butoxycarbonyl) amino]butanoyl}hydrazino)acetate